(S)-N-(2-cyano-4,4,4-trifluorobutan-2-yl)-8-methoxy-N-methyl-9-(2-methyl-2H-tetrazol-5-yl)-1-(2-methylprop-1-en-1-yl)-5,6-dihydropyrrolo[2,1-a]isoquinoline-3-carboxamide C(#N)[C@](C)(CC(F)(F)F)N(C(=O)C1=CC(=C2N1CCC1=CC(=C(C=C21)C=2N=NN(N2)C)OC)C=C(C)C)C